methyl 1-(2,4-dichlorobenzyl)-1H-indazole-3-carboxylate ClC1=C(CN2N=C(C3=CC=CC=C23)C(=O)OC)C=CC(=C1)Cl